ClC=1C(=C(C=CC1)NC=1C2=C(N=CN1)C=CC(=N2)N2C1CN(CC2C1)C(C=C)=O)F 1-(6-(4-((3-chloro-2-fluorophenyl)amino)pyrido[3,2-d]pyrimidin-6-yl)-3,6-diazabicyclo[3.1.1]heptan-3-yl)prop-2-en-1-one